CN1C(NC=C1CC(C)C)=O 3-methyl-4-(2-methylpropyl)-2,3-dihydro-1H-imidazol-2-one